FC(COS(=O)(=O)C(F)(F)F)F 2,2-Difluoroethyltrifluoromethanesulfonate